8'-cyano-1',1'-dioxidospiro[cyclopropane-1,4'-pyrido[2,3-b][1,4,5]oxathiazepin] C(#N)C1=CC2=C(OC3(C=NS2(=O)=O)CC3)N=C1